O=C1NC(CCC1NC(=O)C1=CC=C(C=N1)OC1CC(C1)N(C(C)C)CC1CCN(CC1)C=1N=CC(=NC1)C(=O)N)=O 5-[4-[[[3-[[6-[(2,6-dioxo-3-piperidyl)carbamoyl]-3-pyridyl]oxy]cyclobutyl]-isopropyl-amino]methyl]-1-piperidyl]pyrazine-2-carboxamide